NC1=CC=CC(=N1)C#N 6-aminopyridinecarbonitrile